(1-methoxycyclopropyl)methyl methanesulfonate CS(=O)(=O)OCC1(CC1)OC